NS(=O)(C=1C=NC(=CC1)Cl)=NC(OC(C)(C)C)=O tert-butyl (amino(6-chloropyridin-3-yl)(oxo)-λ6-sulfaneylidene)carbamate